FC1(CC12CC1(C=CCN1C2)COC2=NC1=C(C(=C(C=C1C(=N2)N2CC(CCC2)(O)C)[N+](=O)[O-])C2=CC=CC1=CC=C(C(=C21)C#C)F)F)F 1-(2-((trans-2,2-difluoro-1'h,3'h-spiro[cyclopropan-1,2'-pyrrolizine]-7a'(5'h)-yl)methoxy)-7-(8-ethynyl-7-fluoronaphthalen-1-yl)-8-fluoro-6-nitroquinazolin-4-yl)-3-methylpiperidin-3-ol